7-bromoheptadec-9-ylcarbonate BrC(CCCCCC)CC(CCCCCCCC)OC([O-])=O